(2S,4R)-methyl 1-((S)-2-amino-3,3-dimethylbutanoyl)-4-hydroxypyrrolidine-2-carboxylate hydrochloride Cl.N[C@H](C(=O)N1[C@@H](C[C@H](C1)O)C(=O)OC)C(C)(C)C